FC(C=1C=C(CCO)C=C(C1)C(F)(F)F)(F)F (R)-3,5-bis(trifluoromethyl)phenethyl alcohol